N-((2R,4R,6S)-2,6-Dimethyltetrahydro-2H-pyran-4-yl)-3-(1-isopropyl-1H-imidazol-4-yl)-1H-pyrazolo[4,3-c]pyridin-4-amine C[C@H]1O[C@H](CC(C1)NC1=NC=CC2=C1C(=NN2)C=2N=CN(C2)C(C)C)C